C(C)(C)(C)OC(=O)N1C(CC(C1)C1CCCC1)C(=O)O 1-tert-butoxycarbonyl-4-cyclopentyl-pyrrolidine-2-carboxylic acid